{3-[4-(7-{[(1R)-1-(2,4-dichlorophenyl)ethyl]amino}-2-methylpyrazolo[4,3-d]pyrimidin-5-yl)piperazin-1-yl]piperidin-1-yl}acetic acid ClC1=C(C=CC(=C1)Cl)[C@@H](C)NC=1C=2C(N=C(N1)N1CCN(CC1)C1CN(CCC1)CC(=O)O)=CN(N2)C